NC1=CC(=C(C=N1)N1C=C(C(C2=CC(=C(N=C12)N1CC2=CC=NC=C2CC1)Cl)=O)C(=O)O)C 1-(6-amino-4-meth-ylpyridin-3-yl)-6-chloro-7-(3,4-di-hydro-2,6-naphthyridin-2(1H)-yl)-4-oxo-1,4-dihydro-1,8-naphthyridine-3-carboxylic acid